3-(3-amino-5-(1-methyl-4-(methyl-d3)-1H-1,2,3-triazol-5-yl)pyridin-2-yl)-4-iodo-1-methyl-1H-pyrazole-5-carboxylic acid methyl ester COC(=O)C1=C(C(=NN1C)C1=NC=C(C=C1N)C1=C(N=NN1C)C([2H])([2H])[2H])I